CN1N=C(N=N1)C1=NC=C(C=C1)C1=C(C=C(C=C1)N1C(O[C@@H](C1)Cl)=O)F (R)-3-(4-(2-(2-methyltetrazol-5-yl)pyridin-5-yl)-3-fluorophenyl)-5-chlorooxazolidin-2-one